1-((5-chloro-6-((3-methylisoxazol-5-yl)methoxy)-1H-indol-2-yl)methyl)-3-isopropylurea ClC=1C=C2C=C(NC2=CC1OCC1=CC(=NO1)C)CNC(=O)NC(C)C